tert-butyl 8-(4-bromo-2-fluoro-phenyl)-2,8-diazaspiro[4.5]decane-2-carboxylate BrC1=CC(=C(C=C1)N1CCC2(CCN(C2)C(=O)OC(C)(C)C)CC1)F